(1S,3R)-3-methyl-2-(2,2,2-trifluoroethyl)-2,3,4,9-tetrahydro-1H-pyrido[3,4-b]indole C[C@@H]1CC2=C(NC3=CC=CC=C23)CN1CC(F)(F)F